3-amino-N-[(6S)-2-[(4R,5R)-4-amino-1-oxa-7-azaspiro[4.4]nonan-7-yl]-5,6,7,8-tetrahydroquinolin-6-yl]-6-methylthieno[2,3-b]pyridine-2-carboxamide NC1=C(SC2=NC(=CC=C21)C)C(=O)N[C@@H]2CC=1C=CC(=NC1CC2)N2C[C@@]1([C@@H](CCO1)N)CC2